8-bromo-N-[1-[2-(5-fluoro-2-pyridyl)-1,2,4-triazol-3-yl]ethyl]-6-(trifluoromethyl)quinazolin-4-amine BrC=1C=C(C=C2C(=NC=NC12)NC(C)C=1N(N=CN1)C1=NC=C(C=C1)F)C(F)(F)F